6-Bromo-7-{1-[1-(2,4-difluorophenyl)-1H-1,2,3-triazol-4-yl]ethyl}-5-[2-(trifluoromethyl)pyrimidin-5-yl]-7H-pyrrolo[2,3-d]pyrimidin-4-amine BrC1=C(C2=C(N=CN=C2N)N1C(C)C=1N=NN(C1)C1=C(C=C(C=C1)F)F)C=1C=NC(=NC1)C(F)(F)F